1-(2-chloro-5-((2R,4S)-2-(2,5-difluorophenyl)-4-fluoropyrrolidin-1-yl)pyrazolo[1,5-a]pyrimidin-3-yl)-3-((1S,2R)-2-fluorocyclopropyl)urea ClC1=NN2C(N=C(C=C2)N2[C@H](C[C@@H](C2)F)C2=C(C=CC(=C2)F)F)=C1NC(=O)N[C@@H]1[C@@H](C1)F